(S)-3-((3-chloro-1H-pyrrolo[2,3-b]pyridin-4-yl)methyl)-1-(4-methoxy-3-(pentyloxy)phenyl)-4-methyltetrahydropyrimidin-2(1H)-one ClC1=CNC2=NC=CC(=C21)CN2C(N(CC[C@@H]2C)C2=CC(=C(C=C2)OC)OCCCCC)=O